5-(N-isopropyl-3-cyanoindol-5-yl)isoxazole-3-carboxylic acid C(C)(C)N1C=C(C2=CC(=CC=C12)C1=CC(=NO1)C(=O)O)C#N